4-(3-methylpiperidin-1-yl)aniline CC1CN(CCC1)C1=CC=C(N)C=C1